Cl.NC(C(=O)N1CC(N(CC1)C(=O)NC1=NC(N(C=C1)C1=CC=C(C=C1)CN1CCC(CC1)N)=O)CO)(C)C 4-(2-Amino-2-methylpropanoyl)-N-(1-(4-((4-aminopiperidin-1-yl)methyl)phenyl)-2-oxo-1,2-dihydropyrimidin-4-yl)-2-(hydroxymethyl)piperazine-1-carboxamide hydrochloride salt